FC(C(=O)C1=C2C(=NC=C1NC(OC(C)(C)C)=O)SC(=N2)C)F tert-butyl (7-(2,2-difluoroacetyl)-2-methylthiazolo[5,4-b]pyridin-6-yl)carbamate